FC(S(=O)(=O)OC1=C(C(CCC1)=O)C)(F)F (2-methyl-3-oxo-cyclohexen-1-yl) trifluoromethanesulfonate